CNCCNC(OCC1=CC=CC=C1)=O Benzyl (2-(methylamino)ethyl)carbamate